C(C)(=O)O[C@@H]1C[C@H](O[C@H]1N1C2=NC(=NC=C2N(C1=O)CCCC(F)(F)F)N)COC(C)=O ((2S,4R,5R)-4-acetoxy-5-(2-amino-8-oxo-7-(4,4,4-trifluorobutyl)-7,8-dihydro-9H-purin-9-yl)tetrahydrofuran-2-yl)methylacetat